C(CCCC)C(CCC(=O)OCC(COC(CCCCN(C)C)=O)(COC(CCCCC)=O)COC(CCCCC)=O)C(CCCCC)CCCCC 3-((5-(Dimethylamino) pentanoyl)oxy)-2,2-bis((hexanoyloxy) methyl)propyl 4,5-dipentyldecanoate